C(C)(=O)C1=CC=C(C=C1)C1=NC2=CC(=CC=C2C(=C1)C(=O)N1CCOCC1)C#N 2-(4-acetylphenyl)-4-(morpholine-4-carbonyl)quinoline-7-carbonitrile